N3-(2,6-dimethyl-phenyl)-1-(3-methoxy-3-methylbutyl)-N6-(4-piperazin-1-yl-phenyl)-1H-pyrazolo[3,4-d]pyrimidine-3,6-diamine CC1=C(C(=CC=C1)C)NC1=NN(C2=NC(=NC=C21)NC2=CC=C(C=C2)N2CCNCC2)CCC(C)(C)OC